C(C1=CC=CC=C1)OC=1C(=C(NC2=CC(=C(C=C2)F)F)C=C(C1)F)C#CC(CO[Si](C)(C)C(C)(C)C)(C)C 3-benzyloxy-2-[4-[tert-butyl(dimethyl)silyl]oxy-3,3-dimethyl-but-1-ynyl]-N-(3,4-difluorophenyl)-5-fluoro-aniline